[Si](C1=CC=CC=C1)(C1=CC=CC=C1)(C(C)(C)C)OC1(CCCCC1)C=O (tert-butyldiphenylsilyl)oxylcyclohexane-1-carbaldehyde